CC(C(=O)O)CCCC methyl-hexanoic acid